OC=1C=NC=2C=3C=4NC[C@H](NC(C4SC3C=CC2N1)=O)C (15R)-5-hydroxy-15-methyl-11-thia-3,6,14,17-tetraazatetracyclo[8.8.0.02,7.012,18]octadeca-1(10),2(7),3,5,8,12(18)-hexaen-13-one